N-((S)-1-(5-(((S)-1,1-dimethyl-2,3-dihydro-1H-inden-2-yl)amino)pyridin-2-yl)-2,2,2-trifluoroethyl)-2-(1,1-dioxidotetrahydro-2H-thiopyran-4-yl)-N-methylacetamide CC1([C@H](CC2=CC=CC=C12)NC=1C=CC(=NC1)[C@@H](C(F)(F)F)N(C(CC1CCS(CC1)(=O)=O)=O)C)C